FC1=C(C(=CC=C1)OC)C=1C=C/2C(=CN1)NC(\C2=C(\C(C)C)/NC=2C=NN(C2)C)=O (Z)-5-(2-Fluoro-6-methoxyphenyl)-3-(2-methyl-1-((1-methyl-1H-pyrazol-4-yl)amino)propylidene)-1H-pyrrolo[2,3-c]pyridin-2(3H)-one